2-(4-(4-Bromobenzoyl)phenoxy)-N-(pyridin-3-yl)acetamide BrC1=CC=C(C(=O)C2=CC=C(OCC(=O)NC=3C=NC=CC3)C=C2)C=C1